2-(4-cyano-2-(2-fluoropyridin-4-yl)-6-isopropylphenyl)-acetic acid tert-butyl ester C(C)(C)(C)OC(CC1=C(C=C(C=C1C(C)C)C#N)C1=CC(=NC=C1)F)=O